OCCCCC=1C(=C(C#N)C=CC1)C1=CC=NN1 3-(4-hydroxybutyl)-2-(1H-pyrazol-5-yl)benzonitrile